CC1=NC2=CC=CC=C2C(N1C1=CC=C(C=C1)NS(=O)(=O)CC1=CC=CC=C1)=O N-(4-(2-methyl-4-oxoquinazolin-3(4H)-yl)phenyl)-1-phenylmethanesulfonamide